ClC1=C(CC2(CC2)C(C1)(C)C)C=O 6-chloro-8,8-dimethyl-spiro[2.5]oct-5-ene-5-carbaldehyde